NC=1C=C(C#N)C=C(C1C)F 3-amino-5-fluoro-4-methylbenzonitrile